BrC=1N=C(N(C1F)C)C1=CC=C(C#N)C=C1 4-(4-bromo-5-fluoro-1-methyl-1H-imidazol-2-yl)benzonitrile